(23S,25R)-23-hydroxy-5alpha-spirostane O[C@@H]1[C@]2(O[C@@H]3[C@H]([C@@H]2C)[C@]2(CC[C@@H]4[C@]5(CCCC[C@@H]5CC[C@H]4[C@@H]2C3)C)C)OC[C@@H](C1)C